F[C@H]1CN(CC[C@H]1NC1=CC=CN2C(=C(C=C12)C1=NOC(=N1)CNC(=O)C=1N=C(SC1)N1CCOCC1)SC(F)(F)F)C N-{[3-(8-{[(3S,4R)-3-fluoro-1-methylpiperidin-4-yl]amino}-3-[(trifluoromethyl)sulfanyl]indolizin-2-yl)-1,2,4-oxadiazol-5-yl]methyl}-2-(morpholin-4-yl)-1,3-thiazole-4-carboxamide